2-methyl-3-(4-((1-(tetrahydro-2H-pyran-4-carbonyl)piperidin-4-yl)oxy)phenyl)-6-(pentafluorosulfanyl)quinazolin-4(3H)-one CC1=NC2=CC=C(C=C2C(N1C1=CC=C(C=C1)OC1CCN(CC1)C(=O)C1CCOCC1)=O)S(F)(F)(F)(F)F